NCCC(COCC1=CC=CC=C1)O 4-amino-1-(benzyloxy)butan-2-ol